BrC=1C(=CC2=C(N(C=N2)COCC[Si](C)(C)C)C1)OC1COC1 2-[[6-bromo-5-(oxetan-3-yloxy)benzimidazol-1-yl]methoxy]ethyl-trimethyl-silane